calcium(II) bis(trifluoromethanesulfonyl)imide [N-](S(=O)(=O)C(F)(F)F)S(=O)(=O)C(F)(F)F.[Ca+2].[N-](S(=O)(=O)C(F)(F)F)S(=O)(=O)C(F)(F)F